diammonium titanium di(2-hydroxypropionic acid) OC(C(=O)O)C.OC(C(=O)O)C.[Ti+4].[NH4+].[NH4+]